C(N)(O[C@@H]1[C@@H](CCC2=CC=CC(=C12)Cl)OCOC)=O (1S,2R)-8-chloro-2-(methoxymethoxy)-1,2,3,4-tetrahydronaphthalen-1-yl carbamate